potassium 2,4,6-triethylbenzenesulfinate C(C)C1=C(C(=CC(=C1)CC)CC)S(=O)[O-].[K+]